CC=1NC2=C(C=CC(=C2C1C)B1OC(C(O1)(C)C)(C)C)C(=O)N 2,3-dimethyl-4-(4,4,5,5-tetramethyl-1,3,2-dioxaborolan-2-yl)-1H-indole-7-carboxamide